CC=1C(=NNC1)C(=O)OCC ethyl 4-methyl-1H-pyrazole-3-carboxylate